C(C)(C)C1=C(NC2=CN=C(C=C21)N2CCN(CC2)CC(=O)N(C)C)C=2C=C(C=1N(C2)N=CN1)OC 2-(4-(3-isopropyl-2-(8-methoxy-[1,2,4]triazolo[1,5-a]pyridin-6-yl)-1H-pyrrolo[2,3-c]pyridin-5-yl)piperazin-1-yl)-N,N-dimethylacetamide